CC(CCCCCCCCCCCCCN)(C)C trimethyltetradecylamine